4-phenyl-3,4-dihydropyran C1(=CC=CC=C1)C1CCOC=C1